2-dimethylamino-2-(4-methyl-benzyl)-1-(4-morpholin-4-yl-phenyl)butane-1-one CN(C(C(=O)C1=CC=C(C=C1)N1CCOCC1)(CC)CC1=CC=C(C=C1)C)C